4-(3-phenylisoxazolidin-2-yl)-2-((1,2,3,4-tetrahydroisoquinolin-6-yl)amino)pyrimidine-5-carbonitrile C1(=CC=CC=C1)C1N(OCC1)C1=NC(=NC=C1C#N)NC=1C=C2CCNCC2=CC1